ClC1=C(C=C(C=C1)NC(C)C=1N=NN(C1)C1=CC(=C(C(=O)N[C@H](C)C(=O)O)C=C1)C)C (4-(4-(1-((4-chloro-3-methylphenyl)amino)ethyl)-1H-1,2,3-triazol-1-yl)-2-methylbenzoyl)-D-alanine